C(#N)C1CN(C1)C(=O)OC1CCC(CC1)C(N(CC12CCC(CC1)(CC2)C2=CC(=C(C=C2)OC)C)C2=NC=C(C(=C2)C=2C=NN(C2)C(C)C)F)=O 4-((5-Fluoro-4-(1-isopropyl-1H-pyrazol-4-yl)pyridin-2-yl)((4-(4-methoxy-3-methylphenyl)bicyclo[2.2.2]octan-1-yl)methyl)carbamoyl)cyclohexyl trans-3-cyanoazetidine-1-carboxylate